3-ethyl-5-fluoro-7-((4-(6-(3-hydroxyoxetan-3-yl)-2-methylpyridin-3-yl)piperazin-1-yl)methyl)quinoxalin-2(1H)-one C(C)C=1C(NC2=CC(=CC(=C2N1)F)CN1CCN(CC1)C=1C(=NC(=CC1)C1(COC1)O)C)=O